N-(4-(1H-tetrazol-1-yl)phenyl)-2-(N-methyl-N-phenylsulfamoyl)benzamide N1(N=NN=C1)C1=CC=C(C=C1)NC(C1=C(C=CC=C1)S(N(C1=CC=CC=C1)C)(=O)=O)=O